2-(4-bromo-2,6-dimethoxy-phenyl)-5-ethyl-1,3,4-oxadiazole BrC1=CC(=C(C(=C1)OC)C=1OC(=NN1)CC)OC